C(C)(C)(C)NC(C(=O)C1=C(C(=C(N1C)Cl)C(=O)NC1=CC(=C(C=C1)F)C#N)C)=O (2-(tert-butylamino)-2-oxoacetyl)-2-chloro-N-(3-cyano-4-fluorophenyl)-1,4-dimethyl-1H-pyrrole-3-carboxamide